NC=1C=C(C=CC1C)OB(O)O 3-amino-4-methyl-phenyl-boric acid